C1(CC1)C1=C(COC2=CC=CC(=N2)C2=CC(=C(CC3=NC4=C(N3CCOC)C=C(C=C4)C(=O)O)C=C2)F)C=CC=C1 (4-(6-((2-cyclopropylbenzyl)oxy)pyridin-2-yl)-2-fluorobenzyl)-1-(2-methoxyethyl)-1H-benzo[d]imidazole-6-carboxylic acid